FC1=CC=C(C=C1)C1=NN2C(CNCC2)=C1C1=CC(=NC=C1)CC(C)O 1-(4-(2-(4-fluorophenyl)-4,5,6,7-tetrahydropyrazolo[1,5-a]pyrazin-3-yl)pyridin-2-yl)propan-2-ol